Cl[Si](CCCN)(C)C 3-[Chloro(dimethyl)silyl]propan-1-amine